4-hydroxy-N'-(4-nitrobenzyl)benzoylhydrazine tert-butyl-4-[4-[7-(3-amino-4-nitro-phenoxy)-8-chloro-quinoxalin-2-yl]pyrazol-1-yl]piperidine-1-carboxylate C(C)(C)(C)OC(=O)N1CCC(CC1)N1N=CC(=C1)C1=NC2=C(C(=CC=C2N=C1)OC1=CC(=C(C=C1)[N+](=O)[O-])N)Cl.OC1=CC=C(C(=O)NNCC2=CC=C(C=C2)[N+](=O)[O-])C=C1